4-(cyclohexylideneamino)-3-fluorophenol C1(CCCCC1)=NC1=C(C=C(C=C1)O)F